2-oxoethylcarbamoyl-quinolin-7-yl-benzoate O=CCNC(=O)C=1C(=C(C(=O)[O-])C=CC1)C1=CC=C2C=CC=NC2=C1